N1C[C@@H](CCC1)C1=CC=C(C=C1)N1N=C2C(=CC=CC2=C1)C(=O)N 2-{4-[(3S)-3-piperidinyl]phenyl}-2H-indazole-7-carboxamide